N-(2-(3-hydroxy-3-methylbutyl)-6-(4-(2-hydroxypropan-2-yl)piperidin-1-yl)-2H-indazol-5-yl)-3-Nitrobenzamide OC(CCN1N=C2C=C(C(=CC2=C1)NC(C1=CC(=CC=C1)[N+](=O)[O-])=O)N1CCC(CC1)C(C)(C)O)(C)C